(((5R,7S)-3-(5-(2-hydroxy-prop-2-yl)pyrazin-2-yl)-7-methyl-8-methylene-2-oxo-1-oxa-3-azaspiro[4.5]decan-7-yl)methyl)-1H-benzo[d]imidazole-6-carbonitrile OC(C)(C)C=1N=CC(=NC1)N1C(O[C@@]2(C1)C[C@](C(CC2)=C)(C)CN2C=NC1=C2C=C(C=C1)C#N)=O